C(C)C1=NC2=C(C=3C(C=C(C(C13)=O)SC1=C(C=CC=C1)OC)=O)C(N(C(N2C)=O)C)=O 6-Ethyl-8-((2-methoxyphenyl)thio)-2,4-dimethylpyrimido[4,5-c]isoquinoline-1,3,7,10(2H,4H)-tetraone